NCC(=O)[O-].NCC(=O)[O-].NCC(=O)[O-].[Fe+3] ferric trisglycinate